methyl 3-(N-(4-cyano-3',5-difluoro-[1,1'-biphenyl]-2-yl)sulfamoyl)-4-methoxybenzoate C(#N)C1=CC(=C(C=C1F)C1=CC(=CC=C1)F)NS(=O)(=O)C=1C=C(C(=O)OC)C=CC1OC